NC1=C(C=C(C=N1)C=1C=C2N(N1)CCC21CN(CC1)C(CNC(OC(C)(C)C)=O)=O)C(F)(F)F tert-butyl (2-{2'-[6-amino-5-(trifluoromethyl)pyridin-3-yl]-5',6'-dihydrospiro[pyrrolidine-3,4'-pyrrolo[1,2-b]pyrazol]-1-yl}-2-oxoethyl)carbamate